C(C)(=O)O[C@@H]1[C@H](O[C@]([C@@H]1OCC1=CC=CC=C1)(COS(=O)(=O)C)CS(=O)(=O)C)N1C(=O)NC(=O)C(C)=C1 1-(2-O-acetyl-3-O-benzyl-5-O-methanesulfonyl-4-C-(methylsulfonylmethyl)-β-L-ribofuranosyl)thymine